4-(3-isopropyl-2-(8-methoxy-[1,2,4]triazolo[1,5-a]pyridin-6-yl)-1H-indol-5-yl)cyclohexanone C(C)(C)C1=C(NC2=CC=C(C=C12)C1CCC(CC1)=O)C=1C=C(C=2N(C1)N=CN2)OC